FC(C1=CC=C(CN2[C@H](CC3(CC3)CC2)C(=O)NC2(CC2)C2=CC=C(C(=O)OC)C=C2)C=C1)(F)F Methyl (R)-4-(1-(6-(4-(Trifluoromethyl) Benzyl)-6-Azaspiro[2.5]Octane-5-Carboxamido)Cyclopropyl)Benzoate